COC1=NC=CC2=C1N=C(N2)NC=2OC(=NN2)C2CCC(CC2)OC N-(4-methoxy-1H-imidazo[4,5-c]pyridin-2-yl)-5-((1r,4r)-4-methoxycyclohexyl)-1,3,4-oxadiazol-2-amine